7-isopropoxy-2-(1-methyl-2-oxabicyclo[2.2.1]Hept-4-yl)imidazo[1,2-a]Pyrimidine-6-carboxylic acid C(C)(C)OC1=NC=2N(C=C1C(=O)O)C=C(N2)C21COC(CC2)(C1)C